3-Bromo-5-chloro-[1,1'-biphenyl]-2-carbonitril BrC1=C(C(=CC(=C1)Cl)C1=CC=CC=C1)C#N